6-bromo-1-methyl-1H-pyrrolo[3,2-b]pyridine BrC=1C=C2C(=NC1)C=CN2C